NC1=C(C=C(C=C1)SC1=CC(=C(C=C1)N)CCC)CCC bis(4-amino-3-propylphenyl) sulfide